3'-amino-3'-deoxyuridine N[C@H]1[C@H]([C@@H](O[C@@H]1CO)N1C(=O)NC(=O)C=C1)O